[Na+].[Na+].[S-2] The molecule is a sulfide salt with formula Na2S. The pentahydrate and (particularly) the nonahydrate are also known. In gel form, sodium sulfide is used to soften toenails to assist in trimming (and so relive pain) of ingrowing toenails. It is a sulfide salt and an inorganic sodium salt.